[N+](=O)([O-])C1=CC=C(C=C1)C(C1=C(C=CC=C1)[N+](=O)[O-])=O p-nitronitrobenzophenone